C(C1=CC=CC=C1)N1C2=NC=NC(=C2N=C1C1=C(C=C(C=C1)OCCN1[C@H](CNCC1)C)Cl)OC1(CC1)C (S)-9-benzyl-8-(2-chloro-4-(2-(2-methylpiperazin-1-yl)ethoxy)phenyl)-6-(1-methylcyclopropoxy)-9H-purine